CN1C(C=2N(N=C3C=CC=CC23)CC12CC2)=O 2'-methyl-4'H-spiro[cyclopropane-1,3'-pyrazino[1,2-b]indazol]-1'(2'H)-one